CC1=C[C@H]2[C@@H](CC[C@@]([C@@H]2CC1)(C)O)C(C)C The molecule is a cadinane sesquiterpenoid that is cadin-4-ene carrying a hydroxy substituent at position 10. It has a role as a plant metabolite, a fungicide and a volatile oil component. It is a cadinane sesquiterpenoid, a carbobicyclic compound, a tertiary alcohol and a member of octahydronaphthalenes.